CC1=CC(=NO1)C(=O)O.FC1=C(C=CC(=C1)F)N1N=C(N=N1)C(=O)O 2-(2,4-difluorophenyl)tetrazole-5-carboxylic acid 5-methylisoxazole-3-carboxylate